N(=C=O)[C@H]1[C@H]([C@H]2CC[C@@H]1O2)C(=O)OC |r| rac-Methyl (1R,2R,3S,4S)-3-isocyanato-7-oxabicyclo[2.2.1]heptane-2-carboxylate